OC1=CC=C2C=CC(=CC2=C1)C1=CC2=CC=CC=C2C=C1 7-hydroxy-2,2'-binaphthyl